(R)-6-chloro-3-((1-(2-(4-(4-fluoro-1-methyl-1H-pyrazol-3-yl)piperidin-1-yl)-3-methyl-4-oxo-6-(trifluoromethyl)-3,4-dihydroquinazolin-8-yl)ethyl)amino)-N-(methylsulfonyl)picolinamide ClC1=CC=C(C(=N1)C(=O)NS(=O)(=O)C)N[C@H](C)C=1C=C(C=C2C(N(C(=NC12)N1CCC(CC1)C1=NN(C=C1F)C)C)=O)C(F)(F)F